FC1=CC=C(C=C1)C=1C=C2C(=C(C(N(C2=CC1)CCN1CCOCC1)=O)C(=O)NC1CC2(C1)CCC2)O 6-(4-fluorophenyl)-4-hydroxy-1-(2-morpholinoethyl)-2-oxo-N-(spiro[3.3]hept-2-yl)-1,2-dihydroquinoline-3-carboxamide